BrC1=NN(C(=N1)OC1=CC(=C(C=C1)F)Cl)CC1CC(C1)(F)F 3-bromo-5-(3-chloro-4-fluorophenoxy)-1-((3,3-difluorocyclobutyl)methyl)-1H-1,2,4-triazole